FC(N1N=C(C=C1)C1=NN=C(O1)C(=O)N1[C@@H](C2=C(CC1)NC=N2)C2=NN1C(C(=CC=C1)C(F)(F)F)=C2)F (S)-(5-(1-(difluoromethyl)-1H-pyrazol-3-yl)-1,3,4-oxadiazol-2-yl)(4-(4-(trifluoromethyl)pyrazolo[1,5-a]pyridin-2-yl)-6,7-dihydro-1H-imidazo[4,5-c]pyridin-5(4H)-yl)methanone